C12C(C3CC(CC(C1)C3)C2)NCCNC(=O)C2=NN(C(=C2C)N2CCCC2)C2=C(C=C(C=C2)Cl)Cl N-(2-((1r,3r,5r,7r)-adamantan-2-ylamino)ethyl)-1-(2,4-dichlorophenyl)-4-methyl-5-(pyrrolidin-1-yl)-1H-pyrazole-3-carboxamide